bis(2-acryloxyethyl) propyl phosphate P(=O)(OCCOC(C=C)=O)(OCCOC(C=C)=O)OCCC